ClC1=C(C=CC=C1)C1=CC(=NC2=CC(=CC=C12)O[C@@H](C(=O)OC(C)(C)C)C)F (R)-tertbutyl 2-((4-(2-chlorophenyl)-2-fluoroquinolin-7-yl)oxy)propanoate